FC=1C(=C(C2=C(CCCS2)C1)C(=O)O)F 6,7-Difluoro-3,4-dihydro-2H-1-benzothiopyran-8-carboxylic acid